5-((3aS,6aS)-5-(2-(4-(3-(1-(5-chloropyrimidin-2-yl)piperidin-4-yl)propoxy)-2-fluorophenyl)acetyl)hexahydropyrrolo[3,4-b]pyrrol-1(2H)-yl)-5-oxopentane-1-sulfonic acid ClC=1C=NC(=NC1)N1CCC(CC1)CCCOC1=CC(=C(C=C1)CC(=O)N1C[C@H]2N(CC[C@H]2C1)C(CCCCS(=O)(=O)O)=O)F